NC1=C2N(C(N(C2=NC(N1)=NS(=O)(=O)CCC)CC1=CC=CC=C1)=O)C(=O)N(CCC)C 6-amino-9-benzyl-N-methyl-8-oxo-N-propyl-2-(propylsulfonylimino)purine-7-carboxamide